COC(=O)[C@H]1CN([C@H](CC1)C)C(CC1=CC(=CC=C1)Cl)=O (3R,6S)-1-(2-(3-chlorophenyl)acetyl)-6-methylpiperidine-3-carboxylic acid methyl ester